C(C)OC(=O)C=1C=C2C(C=C(NC2=CC1)C1=CC=CC=C1)=O ethyl-4-oxo-2-phenyl-1,4-dihydroquinoline-6-carboxylate